C1(CCCC1)NC(=O)C1=CC2=C(N=C(S2)C2CCNCC2)C=C1OC N-cyclopentyl-5-methoxy-2-(piperidin-4-yl)benzo[d]thiazole-6-carboxamide